4-bromo-5-fluoro-2-methoxypyridine BrC1=CC(=NC=C1F)OC